(S)-2,2-difluoro-N-(2-methyl-7-((4-(1-methyl-1H-pyrazol-3-yl)-2-(methylsulfonyl)phenyl)amino)-3H-imidazo[4,5-b]pyridin-5-yl)cyclopropane-1-carboxamide FC1([C@@H](C1)C(=O)NC1=CC(=C2C(=N1)NC(=N2)C)NC2=C(C=C(C=C2)C2=NN(C=C2)C)S(=O)(=O)C)F